7-Hydroxy-icosanoic acid OC(CCCCCC(=O)O)CCCCCCCCCCCCC